C(C1=CC=CC=C1)[C@@H]1[C@H](OC2(O1)CCCCC2)CCO 2-((2R,3R)-3-benzyl-1,4-dioxaspiro[4.5]decane-2-yl)ethanol